N1=CC(=CC=C1)NC(=O)C=1C=CC(=C2C=CC=NC12)N[C@@H]1CN(CC1)CC(N1[C@@H](C[C@@H](C1)F)C#N)=O N-(3-Pyridyl)-5-[[(3S)-1-[2-oxo-2-[(2S,4S)-2-cyano-4-fluoro-pyrrolidin-1-yl]ethyl]pyrrolidin-3-yl]amino]chinolin-8-carboxamid